C(C)(C)NC1=CC(=C(C(=O)NC=2SC(=CN2)[N+](=O)[O-])C=C1)C 4-(isopropylamino)-2-methyl-N-(5-nitrothiazol-2-yl)benzamide